(R)-8-(6-(1-(2-hydroxyethoxy)ethyl)pyridin-3-yl)-3-methyl-1-(tetrahydro-2H-pyran-4-yl)-1H-imidazo[4,5-c]cinnolin-2(3H)-one OCCO[C@H](C)C1=CC=C(C=N1)C1=CC=2C3=C(N=NC2C=C1)N(C(N3C3CCOCC3)=O)C